6-{[(3R,4S)-4-fluoropyrrolidin-3-yl](methyl)amino}[1,3]thiazolo[4,5-c]pyridazin F[C@@H]1[C@@H](CNC1)N(C=1SC2=C(N=NC=C2)N1)C